O=S1(CC=CC2=CC(=CC=C12)NC1=NC=C(C(=N1)N[C@H](CO)C1=CC=CC=C1)C1=NN=NN1)=O (2S)-2-[[2-[(1,1-dioxo-2H-thiochromen-6-yl)amino]-5-(1H-tetrazol-5-yl)pyrimidin-4-yl]amino]-2-phenyl-ethanol